The molecule is an octadecadienoyl-CoA that results from the formal condensation of the thiol group of coenzyme A with the carboxy group of linoleic acid. It has a role as a mouse metabolite. It is a linoleoyl bioconjugate and an octadecadienoyl-CoA. It derives from a coenzyme A. It is a conjugate acid of a linoleoyl-CoA(4-). CCCCC/C=C\\C/C=C\\CCCCCCCC(=O)SCCNC(=O)CCNC(=O)[C@@H](C(C)(C)COP(=O)(O)OP(=O)(O)OC[C@@H]1[C@H]([C@H]([C@@H](O1)N2C=NC3=C(N=CN=C32)N)O)OP(=O)(O)O)O